N-[6-(2-hydroxypropan-2-yl)pyridin-3-yl]-2-oxo-1-[2-(2,2,2-trifluoroethoxy)phenyl]-1,2-dihydropyridine-3-carboxamide OC(C)(C)C1=CC=C(C=N1)NC(=O)C=1C(N(C=CC1)C1=C(C=CC=C1)OCC(F)(F)F)=O